Divinyladipat C(=C)OC(CCCCC(=O)OC=C)=O